5-chloro-6-methyl-N-[4-[4-methyl-2-amino-1,3-thiazol-5-yl]-1,3-thiazol-2-yl]pyridine-2-amine ClC=1C=CC(=NC1C)NC=1SC=C(N1)C1=C(N=C(S1)N)C